2-(1-(3-chloro-4-fluorophenyl)-1H-pyrazol-4-yl)-N-(5-cyclopropyl-1H-pyrazol-3-yl)propanamide ClC=1C=C(C=CC1F)N1N=CC(=C1)C(C(=O)NC1=NNC(=C1)C1CC1)C